N[C@H](CC1=CNC=N1)C(=O)O (D)-histidine